2,2-difluoro-1-(4-fluorophenyl)-3-(4-methoxyphenyl)-3-(2,4,6-trimethoxyphenyl)propan-1-one FC(C(=O)C1=CC=C(C=C1)F)(C(C1=C(C=C(C=C1OC)OC)OC)C1=CC=C(C=C1)OC)F